CN(C1=CC2=C(C=C(O2)C(=O)NS(=O)(=O)C2=C(C=CC=C2)C(C)C)C=C1)C 6-(Dimethylamino)-N-[2-(propan-2-yl)benzene-1-sulfonyl]-1-benzofuran-2-carboxamide